biisopropyl ammonium [NH4+].CC(C(C)C)C